COCOC dimethoxymethane